2-(6-{5-chloro-2-[(2-hydroxyethyl)amino]pyrimidin-4-yl}-1-oxo-2,3-dihydro-1H-isoindol-2-yl)-N-[(1R)-1-(3-methoxyphenyl)ethyl]acetamide ClC=1C(=NC(=NC1)NCCO)C1=CC=C2CN(C(C2=C1)=O)CC(=O)N[C@H](C)C1=CC(=CC=C1)OC